FC1=NC=CC(=C1)CNC(C1=CC(=CC=C1)CN1C(C2=CC=C(C=C2C=C1)C1=CC=NN1C)=O)=O N-((2-Fluoropyridin-4-yl)methyl)-3-((6-(1-methyl-1H-pyrazol-5-yl)-1-oxoisoquinolin-2(1H)-yl)methyl)benzamide